N12C(CCC(NC1)C2)C(N)=N 1,6-diazabicyclo[3.2.1]octane-2-carboximidamide